C(C1=CC=CC=C1)O[C@H]1[C@H](OC2([C@@H]([C@H]1N1N=NC(=C1)C1=CC(=C(C(=C1)F)F)F)OCC1=CC=CC=C1)N(C(CCC2)=O)CC2=CC(=CC=C2)Cl)COCC2=CC=CC=C2 (2R,3R,4S,5R)-3,5-bis(benzyloxy)-2-((benzyloxy)methyl)-7-(3-chlorobenzyl)-4-(4-(3,4,5-trifluorophenyl)-1H-1,2,3-triazol-1-yl)-1-oxa-7-azaspiro[5.5]undecan-8-one